pentamethylchromanesulfonic acid CC1(C(C(OC2=CC=CC=C12)(S(=O)(=O)O)C)(C)C)C